FC1=C2C=CN=CC2=C(C=C1)C1CCNCC1 5-fluoro-8-(piperidin-4-yl)isoquinoline